[Cl-].[Cl-].CC1(C(=C(C=C1)C(CC)(CCC)CC)C)[Zr+2]C1(C(=C(C=C1)C(CC)(CCC)CC)C)C bis(1,2-dimethyl-3-(3-ethylhexan-3-yl)cyclopentadienyl)zirconium dichloride